N-methylmethylsulfonamide CNS(=O)(=O)C